2-methyl-N-((5-(2-methylbenzyl)thiophen-2-yl)methylene)propane-2-sulfinamide CC(C)(C)S(=O)N=CC=1SC(=CC1)CC1=C(C=CC=C1)C